NC=1C=CC=2C3(C=4C=CC(=C(C4OC2C1S(=O)(=O)O)S(=O)(=O)O)N)OC(C1=CC(=CC=C13)C(NCC#C)=O)=O 3',6'-diamino-3-oxo-5-(prop-2-yn-1-ylcarbamoyl)-3H-spiro[isobenzofuran-1,9'-xanthene]-4',5'-disulfonic acid